NC1=CC=C2C=CN(C2=C1)CCNC1=NC=2N(C(=N1)N)N=C(N2)C=2OC=CC2 N5-(2-(6-amino-1H-indol-1-yl)ethyl)-2-(furan-2-yl)-[1,2,4]triazolo[1,5-a][1,3,5]triazine-5,7-diamine